[4-(cyclopentylamino)phenyl]-N-[4-methyl-3-(trifluoromethyl)phenyl]-1-(oxazole-4-carbonyl)-2,3,4,4a,5,6,7,7a-octahydrocyclopenta[b]pyridine-3-carboxamide C1(CCCC1)NC1=CC=C(C=C1)C1C(CC2C(N1C(=O)C=1N=COC1)CCC2)C(=O)NC2=CC(=C(C=C2)C)C(F)(F)F